phenyl sulfurofluoridate dihydrochloride Cl.Cl.S(OC1=CC=CC=C1)(=O)(=O)F